N-(3-methoxybenzyl)-N-(4-morpholinobenzyl)-4-((2-morpholinoethoxy)methyl)oxazol-2-amine COC=1C=C(CN(C=2OC=C(N2)COCCN2CCOCC2)CC2=CC=C(C=C2)N2CCOCC2)C=CC1